ClC1=CC(=C(COC2=CC=CC(=N2)C2=C(C=C(CC3=NC4=C(N3C[C@H]3OCC3)C=C(C=C4)C(=O)OC)C=C2)F)C=C1)F methyl (S)-2-(4-(6-((4-chloro-2-fluorobenzyl) oxy) pyridin-2-yl)-3-fluorobenzyl)-1-(oxetan-2-ylmethyl)-1H-benzo[d]imidazole-6-carboxylate